5-Methyl-2-hexanone CC(CCC(C)=O)C